[Na+].[Si]([O-])([O-])(O)O.[Si](O)(O)(O)O.[Na+] sodium disilicate sodium